C(CC)(=O)OOC1=CC=C(C=C1)OC1=NC=C(C=C1F)Cl [4-(3-fluoro-5-chloro-2-pyridyloxy) phenoxy] propionate